(S)-4-(2-(4-(2-Acetyl-5-chlorophenyl)-3-methoxy-6-oxopyridazin-1(6H)-yl)-3-phenyl-Propionamido)benzoic acid potassium salt [K+].C(C)(=O)C1=C(C=C(C=C1)Cl)C=1C(=NN(C(C1)=O)[C@H](C(=O)NC1=CC=C(C(=O)[O-])C=C1)CC1=CC=CC=C1)OC